BrC=1C=NC=2N(C1)C=C(N2)C(=O)OCC ethyl 6-bromoimidazo[1,2-a]pyrimidine-2-carboxylate